6-Chloro-4-((1,5-dimethyl-4-oxo-4,5-dihydro-1H-pyrrolo[3,2-c]pyridin-3-yl)amino)-N-methylpyridazine-3-carboxamide ClC1=CC(=C(N=N1)C(=O)NC)NC1=CN(C2=C1C(N(C=C2)C)=O)C